ClC=1C=C(C(=NC1)C)C[C@@H](C(=O)OC(C)(C)C)N=C(C1=CC=CC=C1)C1=CC=CC=C1 Tert-butyl (2S)-3-(5-chloro-2-methylpyridin-3-yl)-2-[(diphenylmethylidene)amino]propanoate